N[C@@H](C(=O)OC1CCCCC1)CNC(C1=CC(=CC(=C1)F)C1=C(C=NN1CC)Cl)=O (R)-cyclohexyl 2-amino-3-(3-(4-chloro-1-ethyl-1H-pyrazol-5-yl)-5-fluorobenzamido)propanoate